4-(methoxy)-1-oxoisoindolin COC1=C2CNC(C2=CC=C1)=O